1-(6-bromothieno[2,3-d]pyrimidin-4-yl)-4,4-difluoro-pyrrolidin-3-ol BrC1=CC2=C(N=CN=C2N2CC(C(C2)(F)F)O)S1